2-(1-Methyl-2,6-dioxopiperidin-3-yl)-5-(4-(2-(piperidin-4-yl)ethyl)piperazin-1-yl)isoindoline-1,3-dione CN1C(C(CCC1=O)N1C(C2=CC=C(C=C2C1=O)N1CCN(CC1)CCC1CCNCC1)=O)=O